5-((4-((S)-3-aminopyrrolidin-1-yl)-3-(((R,S)-methylsulfinyl)methyl)phenyl)amino)-7-(cyclopropylamino)pyrazolo[1,5-a]pyrimidine-3-carbonitrile monotrifluoroacetic acid salt FC(C(=O)O)(F)F.N[C@@H]1CN(CC1)C1=C(C=C(C=C1)NC1=NC=2N(C(=C1)NC1CC1)N=CC2C#N)C[S@](=O)C